ClC=1C=C2C(=NC(=NC2=C(C1C1=C2C(=NNC2=CC=C1C)C1CC1)F)OC[C@H]1N(CCC1)C)N1CC2(CN(C2C)C(C=C)=O)CC1 1-(6-(6-chloro-7-(3-cyclopropyl-5-methyl-1H-indazol-4-yl)-8-fluoro-2-(((S)-1-methylpyrrolidin-2-yl)methoxy)quinazolin-4-yl)-1-methyl-2,6-diazaspiro[3.4]octan-2-yl)prop-2-en-1-one